O=C1NC(CCC1C1=CC=C(C=C1)N1CCN(CC1)CCC1CN(C1)C(=O)OC(C)(C)C)=O tert-Butyl 3-(2-(4-(4-(2,6-dioxopiperidin-3-yl)phenyl)piperazin-1-yl)ethyl)azetidine-1-carboxylate